C(CCCCCCCCC)C1=CC=C(C=C1)C1=NOC(=N1)C[C@H]1CN(CC1)C(=O)OC(C)(C)C tert-butyl (S)-3-((3-(4-decylphenyl)-1,2,4-oxadiazol-5-yl)methyl)pyrrolidine-1-carboxylate